2-Chloro-N-methyl-N-((1-(4-(trifluoromethoxy)phenyl)-1H-indazol-3-yl)methyl)acetamide ClCC(=O)N(CC1=NN(C2=CC=CC=C12)C1=CC=C(C=C1)OC(F)(F)F)C